7-chloro-2-iodo-5-methyl-3-(2,2,2-trifluoroethyl)pyrazolo[1,5-a]pyridine ClC1=CC(=CC=2N1N=C(C2CC(F)(F)F)I)C